3-methyl-5-(4-phenylbutylsulfamoyl)benzofuran-2-carboxylic acid ethyl ester C(C)OC(=O)C=1OC2=C(C1C)C=C(C=C2)S(NCCCCC2=CC=CC=C2)(=O)=O